CC(CCCNC(=O)C=1C(=NC(=CC1C)N1CCOCC1)CC(CC)C)(C)C N-(4,4-Dimethyl-pentyl)-4-methyl-2-(2-methyl-butyl)-6-morpholin-4-yl-pyridine-3-carboxylic acid amide